2-(2-fluoro-4-(pyrrolidin-2-yl)phenyl)imidazo[2',1':2,3]thiazolo[4,5-c]pyridine-7-carboxamide hydrochloride Cl.FC1=C(C=CC(=C1)C1NCCC1)C=1N=C2SC3=C(C=NC(=C3)C(=O)N)N2C1